(2S,2'S)-4,4'-((butane-1,4-diylbis(oxy))bis(6-methoxyisoindoline-5,2-diyl))bis(2-methyl-4-oxobutanoic acid) C(CCCOC=1C=C2CN(CC2=CC1OC)C(C[C@@H](C(=O)O)C)=O)OC=1C=C2CN(CC2=CC1OC)C(C[C@@H](C(=O)O)C)=O